FC(C(CC(=O)C1=CC=C(C=C1)F)=O)(F)F 4,4,4-trifluoro-1-(4-fluorophenyl)butane-1,3-dione